BrC=1C(=C(C=NC1)OC1=NC=C(C=C1F)Cl)C 2-[(5-bromo-4-methyl-3-pyridyl)oxy]-5-chloro-3-fluoro-pyridine